CP(=O)(C)C=1C=C2C(=NC1)NC(=N2)N[C@@H]2C[C@H](CC2)NC2=CC=C(C=N2)N2C(C=CC=C2)=O 6'-(((1S,3S)-3-((6-(Dimethylphosphoryl)-3H-imidazo[4,5-b]pyridin-2-yl)amino)cyclopentyl)amino)-2H-[1,3'-bipyridin]-2-one